FC(C(=O)O)(F)F.C1(CCC1)NC1=CC(=NC=C1C=1SC(=NN1)N1CC2CCC(C1)N2)C2=CC=C1N2N=CC(=C1)C#N 7-[4-(cyclobutylamino)-5-(5-{3,8-diazabicyclo[3.2.1]octan-3-yl}-1,3,4-thiadiazol-2-yl)pyridin-2-yl]pyrrolo[1,2-b]pyridazine-3-carbonitrile trifluoroacetate